CC1(C=C(CC1)OS(=O)(=O)C(F)(F)F)C 3,3-dimethylcyclopent-1-en-1-yl-trifluoromethanesulfonic acid